C1N(C=CC2=CN=CC=C12)C(=O)O [2,6]naphthyridine-2-carboxylic acid